ClC=1C(=C(C=CC1)N1CCN(CC1)C(=O)OC(C)(C)C)C#N tert-Butyl 4-(3-chloro-2-cyanophenyl)piperazine-1-carboxylate